Cl.C(C)N1CCN(CC1)C1=CC(=NC(=N1)C)NC=1SC(=CN1)C1=NC=CC=C1 [6-(4-Ethyl-piperazin-1-yl)-2-methyl-pyrimidin-4-yl]-(5-pyridin-2-yl-thiazol-2-yl)-amine hydrochloride salt